(2S)-3-[(3S,4S)-3-[(1R)-1-hydroxyethyl]-4-(4-methoxy-3-{[1-(5-methylpyridin-2-yl)azetidin-3-yl]oxy}phenyl)-3-methylpyrrolidin-1-yl]-3-oxopropane-1,2-diol O[C@H](C)[C@@]1(CN(C[C@H]1C1=CC(=C(C=C1)OC)OC1CN(C1)C1=NC=C(C=C1)C)C([C@H](CO)O)=O)C